Cl.NC1=NC(=C(C(=N1)N)OCCCOC1=C(C=CC(=C1)OC)CCC(=O)NO)CC 3-(2-[3-(2,4-Diamino-6-ethylpyrimidin-5-yloxy)propoxy]-4-methoxyphenyl)-N-hydroxypropanamide hydrochloride